C(C1=CC=CC=C1)OC1=CC=C(C=C1)C1=C(C=NN1C)C1=CC=NC=C1 4-[5-(4-benzyloxyphenyl)-1-methyl-pyrazol-4-yl]pyridine